phenyl (2-(dimethylcarbamoyl)pyrimidin-5-yl)carbamate CN(C(=O)C1=NC=C(C=N1)NC(OC1=CC=CC=C1)=O)C